6-(6-{5-Azaspiro[2.4]heptan-5-ylmethyl}-4-(trifluoromethyl)-3H-1,3-benzodiazol-2-yl)-N-ethyl-4-[2-methyl-4-(4-methyl-1,2,4-triazol-3-yl)pyrazol-3-yl]pyridin-2-amine C1CC12CN(CC2)CC=2C=C(C1=C(N=C(N1)C1=CC(=CC(=N1)NCC)C=1N(N=CC1C1=NN=CN1C)C)C2)C(F)(F)F